COC(=O)C=1C=CC2=C(N(C(=N2)CN2CCC(=CC2)C2=NC(=CC=C2)OCC2=C(C=C(C=C2)C(CC)=O)F)C[C@H]2OCC2)C1 (S)-2-((6-((2-fluoro-4-propionylbenzyl)oxy)-3',6'-dihydro-[2,4'-bipyridin]-1'(2'H)-yl)methyl)-1-(oxetan-2-ylmethyl)-1H-benzo[d]imidazole-6-carboxylic acid methyl ester